ClC=1N=C2C(=C(C(N(C2=CC1)C)=O)C#N)N1CCC(CC1)OC1=CC(=C(C=C1)C)Cl 6-Chloro-4-(4-(3-chloro-4-methylphenoxy)piperidin-1-yl)-1-methyl-2-oxo-1,2-dihydro-1,5-naphthyridin-3-carbonitril